[5-(2-{[6-(2,2-difluoro-2-phenylethoxy)hexyl]amino}-1-hydroxy-ethyl)-2-hydroxy-phenyl]carboxamide FC(COCCCCCCNCC(O)C=1C=CC(=C(C1)C(=O)N)O)(C1=CC=CC=C1)F